CN(C1=CC=C(C=C1)C=1C=CC(=NC1)OC1CCN(CC1)C(=O)C1=C(C=CC=C1)[N+](=O)[O-])C (4-((5-(4-(dimethylamino)phenyl)pyridin-2-yl)oxy)piperidin-1-yl)(2-nitrophenyl)methanone